C1=CC=CC=2C3=CC=CC=C3C(C12)COC(=O)N(C1(CCCC1)C(=O)O)C 1-[9H-fluoren-9-ylmethoxycarbonyl(methyl)amino]cyclopentane-1-carboxylic acid